FC1([C@@H]([C@@H](N(C1)C(C(C)(C)O)=O)CC=1C(=C(C=CC1)C1=CC=CC=C1)F)NS(=O)(=O)C1CC1)F N-[(2S,3R)-4,4-difluoro-2-[(2-fluoro[1,1'-biphenyl]-3-yl)methyl]-1-(2-hydroxy-2-methylpropanoyl)pyrrolidin-3-yl]cyclopropanesulfonamide